FC=1C=NC=CC1N1C[C@H](N(CC1)C(=O)N[C@H](C)C=1C=NC=CC1)C (R)-4-(3-Fluoropyridin-4-yl)-2-methyl-N-((R)-1-(pyridin-3-yl)ethyl)piperazine-1-carboxamide